[Cl-].C(C1=CC=CC=C1)N(CCC=1N(C=C[NH+]1)C)C(CCC(CCCC(C)C)C)CCCCC(CCCCCCCCCCCCCCCCCC)CCCCCCCCCCCCCCCCCC (2-(benzyl(2,6-dimethyl-14-octadecyldotriacontan-9-yl)amino)ethyl)-1-methyl-1H-imidazol-3-ium chloride